N-((1r,4r)-4-methoxycyclohexyl)-5-(2-((cis-4-(trifluoromethoxy)cyclohexyl)amino)-7H-pyrrolo[2,3-d]pyrimidin-5-yl)pyrazolo[1,5-a]pyridine-3-carboxamide COC1CCC(CC1)NC(=O)C=1C=NN2C1C=C(C=C2)C2=CNC=1N=C(N=CC12)N[C@@H]1CC[C@@H](CC1)OC(F)(F)F